[1-(Thiazol-4-ylmethyl)-4-piperidyl]methanamine S1C=NC(=C1)CN1CCC(CC1)CN